ClC=1C=C(C#N)C=C(C1)[C@@H](CN1C[C@H]([C@@H](C1)C)COC1=CC=C(C=C1)S(=O)(=O)C)C 3-chloro-5-[(2S)-1-[(3S,4S)-3-[(4-methanesulfonylphenoxy)methyl]-4-methylpyrrolidin-1-yl]propan-2-yl]benzonitrile